BrC=1C(=C2C(=NC1)N=C(N2)C2=C(N(C(=C2)C)C2=C(C=C(C=C2)NC(CN2CCN(CC2)C)=O)C)C)N[C@@H]2CN(CC2)S(=O)(=O)CC N-(4-(3-(6-bromo-7-(((S)-1-(ethyl-sulfonyl)pyrrolidine-3-yl)amino)-1H-imidazo[4,5-b]pyridine-2-yl)-2,5-dimethyl-1H-pyrrol-1-yl)-3-methylphenyl)-2-(4-methylpiperazine-1-yl)acetamide